N[C@H]1CS(C2=C(N(C1=O)CC=1C=NC(=CC1)Cl)C=C(C(=C2)F)C=2OC(=NN2)C(C)(C)C)(=O)=O (3R)-3-amino-7-(5-tert-butyl-1,3,4-oxadiazol-2-yl)-5-[(6-chloro-3-pyridyl)methyl]-8-fluoro-1,1-dioxo-2,3-dihydro-1lambda6,5-benzothiazepin-4-one